4-Amino-N-[(7-chloroimidazo[1,2-a]pyridin-2-yl)methyl]-1-methyl-N-(3-methyl-2-oxo-imidazolidin-1-yl)pyrazolo[4,3-c]quinoline-8-carboxamide NC1=NC=2C=CC(=CC2C2=C1C=NN2C)C(=O)N(N2C(N(CC2)C)=O)CC=2N=C1N(C=CC(=C1)Cl)C2